C1(CC1)C1=CC(=C(C2=C1N(N=N2)C)C)CCC 3-(7-cyclopropyl-1,4-dimethyl-1H-benzotriazol-5-yl)propane